BrCC1=CC=C(CC[Si](C2=CC=CC=C2)(C2=CC=CC=C2)C(C)(C)C)C=C1 (4-(bromomethyl)phenethyl)(tert-butyl)diphenylsilane